trimethylolpropane tricaprate CCCCCCCCCC(=O)OCC(CC)(COC(=O)CCCCCCCCC)COC(=O)CCCCCCCCC